N-(4,6-dichloro-pyrimidin-2-yl)-3-{3-[2-(4,4,5,5-tetramethyl-[1,3,2]dioxaborolan-2-yl)-phenyl]-propylamino}-benzenesulfonamide ClC1=NC(=NC(=C1)Cl)NS(=O)(=O)C1=CC(=CC=C1)NCCCC1=C(C=CC=C1)B1OC(C(O1)(C)C)(C)C